2-(4-ethoxyphenethyl)-4-hydroxy-N-(1-methyl-1H-pyrrol-2-yl)-6-((tetrahydro-2H-pyran-2-yl)methoxy)nicotinamide C(C)OC1=CC=C(CCC2=C(C(=O)NC=3N(C=CC3)C)C(=CC(=N2)OCC2OCCCC2)O)C=C1